C(C1=CC=CC=C1)OC1=CC(=CC2=CC=C(C(=C12)F)F)O 4-(benzyloxy)-5,6-difluoronaphthalen-2-ol